(S)-(2-(3-(3-chloropyridin-2-yloxy)pyrrolidin-1-yl)-5-(2-isopropylphenoxy)phenyl)methanol ClC=1C(=NC=CC1)O[C@@H]1CN(CC1)C1=C(C=C(C=C1)OC1=C(C=CC=C1)C(C)C)CO